FC1=C(C(=O)Cl)C=C(C(=C1F)F)F 2,3,4,5-tetrafluorobenzoyl chloride